azopentane N(=NCCCCC)CCCCC